m-aminophenyl-thiophenol NC=1C(=C(C=CC1)S)C1=CC=CC=C1